BrC=1C=C(C=C2C(N(C(=NC12)Cl)C)=O)C 8-bromo-2-chloro-3,6-dimethyl-quinazolin-4(3H)-one